20-bromo-1-(tetrahydro-2H-pyran-2-yloxy)-eicosanol BrCCCCCCCCCCCCCCCCCCCC(O)OC1OCCCC1